BrC=1C=C2C=C(C=NC2=C(C1F)F)I 6-bromo-7,8-difluoro-3-iodoquinoline